isoquinolinium chloride salt [Cl-].C1=[NH+]C=CC2=CC=CC=C12